Cl.NCC1=NOC(C1)(C(=O)OCC)CC=1N=CSC1 Ethyl 3-(aminomethyl)-5-(thiazol-4-ylmethyl)-4,5-dihydroisoxazole-5-carboxylate hydrochloride